BrC=1C=C(C=CC1O)/C=C/C(=O)C1=CC=C(C=C1)NS(=O)(=O)CC N-[4-[(E)-3-(3-Bromo-4-hydroxyphenyl)prop-2-enoyl]phenyl]ethanesulfonamide